ClC1=C(C=CC=C1Cl)C=1C=NC=C2C(=C(C=NC12)C(=O)N[C@H]1CCOC2=CC=CC=C12)N(C)C 8-(2,3-dichlorophenyl)-N-[(4S)-3,4-dihydro-2H-chromen-4-yl]-4-(dimethylamino)-1,6-naphthyridine-3-carboxamide